silicon tetraphenoxide [O-]C1=CC=CC=C1.[O-]C1=CC=CC=C1.[O-]C1=CC=CC=C1.[O-]C1=CC=CC=C1.[Si+4]